methylene-(3,4-dimethoxyphenyl) ethyl ketoxime C(C)C(=NO)C1=CC(=C(C=C1)OC=C)OC